6-bromo-N-(tert-butyl)-3-methoxymethylpyridin-2-amine BrC1=CC=C(C(=N1)NC(C)(C)C)COC